2-chloro-N-phenyl-5-[(2S)-2-(trifluoromethylsulfonylamino)propoxy]pyridine-3-carboxamide ClC1=NC=C(C=C1C(=O)NC1=CC=CC=C1)OC[C@H](C)NS(=O)(=O)C(F)(F)F